C1(CC1)NC1=NC=C(C(=O)OC)C=C1[N+](=O)[O-] Methyl 6-(cyclopropylamino)-5-nitronicotinate